2-[[3-(trifluoromethyl)benzoyl]amino]acetic acid FC(C=1C=C(C(=O)NCC(=O)O)C=CC1)(F)F